N-(5-Bromo-2-(3-(dimethylamino)azetidin-1-yl)pyridin-3-yl)morpholine-4-sulfonamide BrC=1C=C(C(=NC1)N1CC(C1)N(C)C)NS(=O)(=O)N1CCOCC1